S1C(=NCC1)NC#N 4,5-dihydro-1,3-thiazol-2-ylcyanamide